dodecyl-benzene phosphate potassium salt [K+].P(=O)([O-])([O-])[O-].C(CCCCCCCCCCC)C1=CC=CC=C1.[K+].[K+]